N1(CCCCCC1)CCN1C2=C(NCCC1=O)C=CC=C2 1-(2-(Azepan-1-yl)ethyl)-1,3,4,5-tetrahydro-2H-benzo[b][1,4]diazepin-2-one